(1R,2R)-2-fluoro-N-[5'-({6-[1-hydroxypropyl]-4-methylpyridin-3-yl}amino)-[4,4'-bipyrimidin]-6-yl]cyclopropane-1-carboxamide F[C@H]1[C@H](C1)C(=O)NC1=CC(=NC=N1)C1=NC=NC=C1NC=1C=NC(=CC1C)C(CC)O